FC1=C(C(=CC=C1)F)C#CC=1C=CC(=NC1)N1C=CC=C1 5-((2,6-difluorophenyl)ethynyl)-2-(1H-pyrrol-1-yl)pyridine